BrC=1C(=C2C=NC(=NN2C1C(C)C)N[C@H]1C(CN(CC1)S(=O)(=O)C1CC1)(F)F)F (R)-6-bromo-N-(1-(cyclopropylsulfonyl)-3,3-difluoropiperidin-4-yl)-5-fluoro-7-isopropylpyrrolo[2,1-f][1,2,4]triazin-2-amine